5,5'-bithiophene S1C=CC=C1C1=CC=CS1